C(CCCCCCCCC(=O)O)(=O)O.C(CCCCCCCCCCCCCCC)(O)O hexadecanediol sebacate